[5-fluoro-2-(1,2,4-triazol-1-yl)phenyl]methanone FC=1C=CC(=C(C1)C=O)N1N=CN=C1